N=1C=C(N2N=CC=CC21)C(=O)N2CC1=C(CC2)C(=CS1)C(=O)NC1=CC(=CC=C1)C(F)(F)F 6-(imidazo[1,2-b]pyridazine-3-carbonyl)-N-(3-(trifluoromethyl)phenyl)-4,5,6,7-tetrahydrothieno-[2,3-c]pyridine-3-carboxamide